CC1=C(C(=O)N)C=CC=N1 methyl-nicotinamide